OC=1C(=CC(=C2C=CC=NC12)C)C(C=1C=NC=CC1)NC(CCCCCC(=O)O)=O 7-(((8-hydroxy-5-methylquinolin-7-yl)(pyridin-3-yl)methyl)amino)-7-oxoheptanoic acid